N-(4-((2,2-Difluorobenzo[d][1,3]dioxol-5-yl)carbamoyl)-6-methoxypyridin-3-yl)-4-methoxy-6-((3-morpholinobicyclo[1.1.1]pentan-1-yl)amino)pyrimidine-5-carboxamide FC1(OC2=C(O1)C=CC(=C2)NC(=O)C2=C(C=NC(=C2)OC)NC(=O)C=2C(=NC=NC2NC21CC(C2)(C1)N1CCOCC1)OC)F